ethylmethyl-thiobutene C(C)C(=CCC)SC